2-[(2,4-difluorophenyl)amino]-4-[(1-oxo-1,2,3,4-tetrahydroisoquinolin-5-yl)amino]pyrimidine-5-carboxamide FC1=C(C=CC(=C1)F)NC1=NC=C(C(=N1)NC1=C2CCNC(C2=CC=C1)=O)C(=O)N